C(C)C=1C(NC(NC1)=O)=O 5-Ethylpyrimidine-2,4(1H,3H)-dione